N1(C2=C(OCCC1)N=C1C(=C2)C=CN1)C1=C(C(=O)O)C=CC(=C1)N1CCC2(CC(C2)N2[C@@H](CCC2)C2=C(C=CC=C2)C(C)C)CC1 (S)-2-(3,4-dihydro-2H-pyrrolo[3',2':5,6]pyrido[2,3-b][1,4]oxazepin-1(7H)-yl)-4-(2-(2-(2-isopropylphenyl)pyrrolidin-1-yl)-7-azaspiro[3.5]non-7-yl)benzoic acid